3-(N-(2-hydroxyethyl)acetamido)pyrrolidin OCCN(C(C)=O)C1CNCC1